tert-butyl ((7-bromo-6-chloro-2-phenyl-2,3-dihydrobenzofuran-2-yl)methyl)carbamate BrC1=C(C=CC=2CC(OC21)(C2=CC=CC=C2)CNC(OC(C)(C)C)=O)Cl